CN(C=1C=C(CN(C=2SC=C(N2)CN2CCN(CC2)C)CC2=CC(=CC=C2)OC)C=CC1)C N-(3-(dimethylamino)benzyl)-N-(3-methoxybenzyl)-4-((4-methylpiperazin-1-yl)methyl)thiazol-2-amine